FC(C=1C=C2C=CC=C(C2=CC1)C1=CC=CC2=CC(=CC=C12)C(F)(F)F)(F)F 6,6'-bis(trifluoromethyl)-[1,1'-binaphthalene]